S1C=NC2=C1C=CC(=C2)NC2=C1C(=NC=C2)SC(=C1)C1=CCCN([C@H]1C)C(C)=O (S)-1-(5-(4-(benzo[d]thiazol-5-ylamino)thieno[2,3-b]pyridin-2-yl)-6-methyl-3,6-dihydropyridin-1(2H)-yl)ethan-1-one